1,1-butanedisulfonic acid C(CCC)(S(=O)(=O)O)S(=O)(=O)O